CC=1SC=C(C1N(C(=O)N)S(N(C1CN(CCC1)C)C=1C=NN(C1)C)(=O)=O)C (2,4-Dimethylthiophen-3-yl)-1-[(1-methyl-1H-pyrazol-4-yl)(1-methyl-piperidin-3-yl)sulfamoyl]urea